tert-butyl 3-(4-(4-amino-3-(4-(4-methoxyphenoxy)phenyl)-1H-pyrazolo[3,4-d]pyrimidin-1-yl)piperidin-1-yl)azetidine-1-carboxylate NC1=C2C(=NC=N1)N(N=C2C2=CC=C(C=C2)OC2=CC=C(C=C2)OC)C2CCN(CC2)C2CN(C2)C(=O)OC(C)(C)C